COC=1C=C(C=CC1)C1=NNC(=C1)C=1C=C(C=CC1)C(C)O 1-(3-(3-(3-methoxyphenyl)-1H-pyrazol-5-yl)phenyl)ethan-1-ol